piperidin-1-yl-(1-(4-(1-(tetrahydro-2H-pyran-2-yl)-1H-pyrazol-4-yl)phenyl)piperidin-4-yl)methanone N1(CCCCC1)C(=O)C1CCN(CC1)C1=CC=C(C=C1)C=1C=NN(C1)C1OCCCC1